BrC1=CC2=C(N=C(N=C2)NC2=NC=C(C=C2)NCC2=CC=C(C=C2)F)N(C1=O)C1CCCC1 6-Bromo-8-cyclopentyl-2-[5-(4-fluoro-benzylamino)-pyridin-2-ylamino]-8H-pyrido[2,3-d]pyrimidin-7-one